Heptadecamethylene carbonate C1(OCCCCCCCCCCCCCCCCCO1)=O